NC1=C(C=C(C=C1C)C[C@H](C(=O)OC)NC(=O)OCC1=CC=CC=C1)C methyl (R)-3-(4-amino-3,5-dimethylphenyl)-2-(benzyloxycarbonylamino)-propanoate